COC1=C(C=C(C(=C1)N1CCC(CC1)N1CCN(CC1)C)C)NC1=NC(=C2N=CNC2=N1)NC=1C(=C2N=CC=NC2=CC1)P(C)(C)=O (6-((2-((2-methoxy-5-methyl-4-(4-(4-methylpiperazin-1-yl)piperidin-1-yl)phenyl)amino)-9H-purin-6-yl)amino)quinoxalin-5-yl)dimethylphosphine oxide